2-((1R,6S)-6-(difluoromethyl)-3-azabicyclo[4.1.0]heptan-3-yl)-N-(1-(4,4-difluoropiperidin-1-yl)-2-oxo-1,2-dihydropyridin-3-yl)-4-((N-methylsulfamoyl)amino)benzamide FC([C@]12CCN(C[C@@H]2C1)C1=C(C(=O)NC=2C(N(C=CC2)N2CCC(CC2)(F)F)=O)C=CC(=C1)NS(NC)(=O)=O)F